C(CC)N1C=2N(C=3N=C(NC3C1=O)C=1C=NN(C1)CC(F)(F)F)C=CN2 5-propyl-2-[1-(2,2,2-trifluoroethyl)pyrazol-4-yl]-3H-imidazo[2,1-b]purin-4-one